FC1(CC2(C1)C[C@@H](N(CC2)CC2=C1C=CNC1=C(C=C2OC)C)C2=C(C=C(C(=O)O)C=C2)NCCS(=O)(=O)C)F 4-[(6R)-2,2-difluoro-7-[(5-methoxy-7-methyl-1H-indol-4-yl)methyl]-7-azaspiro[3.5]nonan-6-yl]-3-[(2-methanesulfonylethyl)amino]benzoic acid